N,N'-(Piperidine-3,5-diyl)bis(2,2,2-trifluoroacetamide), acetic acid salt C(C)(=O)O.N1CC(CC(C1)NC(C(F)(F)F)=O)NC(C(F)(F)F)=O